[Si](C)(C)(C(C)(C)C)OCC/C=C/C=1C=C(C(=NC1)C(=C)C)[N+](=O)[O-] (E)-5-(4-((tert-butyldimethylsilyl)oxy)but-1-en-1-yl)-3-nitro-2-(prop-1-en-2-yl)pyridine